NCCCC(=O)NCCNCC=1C=CC(=NC1)C(=O)NC=1C(=C(C=CC1)C1=C(C(=CC=C1)NC(=O)C1=CC=C(C=N1)CN1[C@@H](CCCC1)C(=O)OC)C)C methyl (S)-1-((6-((3'-(5-(((2-(4-aminobutanamido)ethyl)amino) methyl)picolinamido)-2,2'-dimethyl-[1,1'-biphenyl]-3-yl)carbamoyl)pyridin-3-yl)methyl)piperidine-2-carboxylate